O.[C@@H]1([C@H](O)[C@H](OP(=O)(O)O)[C@@H](COP(=O)(O)OP(=O)(O)OCC(C)(C)[C@@H](O)C(=O)NCCC(=O)NCCS)O1)N1C=NC=2C(N)=NC=NC12 coenzyme a hydrate